N=1N=C(NC1)C1CCC(CC1)N(C1=C2CN(C(C2=CC=C1)=O)C1C(NC(CC1)=O)=O)CCC1CC1 3-(4-(((1r,4r)-4-(4H-1,2,4-triazol-3-yl)cyclohexyl)(2-cyclopropylethyl)amino)-1-oxoisoindolin-2-yl)piperidine-2,6-dione